COC(=O)C1=CC(=NN1)O[Si](C)(C)C(C)(C)C 3-((tert-Butyldimethylsilyl)oxy)-1H-pyrazole-5-carboxylic acid methyl ester